7'-fluoro-2,5-dioxo-2',3'-dihydrospiro[imidazolidine-4,1'-indene]-4'-carbonyl chloride FC1=CC=C(C=2CCC3(C12)NC(NC3=O)=O)C(=O)Cl